C(#N)C1=CC(=CS1)C=1C=C(C=CC1)NC(OC(C)(C)C)=O tert-butyl (3-(5-cyanothiophen-3-yl)phenyl)carbamate